N-[6-(5-chloro-2-fluorophenyl)-2H,3H,4H-pyrido[3,2-b][1,4]-oxazin-8-yl]pyridin-4-amine ClC=1C=CC(=C(C1)C=1C=C(C=2OCCNC2N1)NC1=CC=NC=C1)F